N1(CCC1)C1=CC2=C(C=C(O2)C(=O)NS(=O)(=O)C2=C(C=CC(=C2)C=2C(=NN(C2)C)C)OC)C(=C1)F 6-(Azetidin-1-yl)-N-[5-(1,3-dimethyl-1H-pyrazol-4-yl)-2-methoxybenzene-1-sulfonyl]-4-fluoro-1-benzofuran-2-carboxamide